NC1=NC=C(C(=N1)N1C(C2=C(C=CC=C2C1)NC1=NC=C(C=C1)N1CCN(CC1)C)=O)CC (2-amino-5-ethylpyrimidin-4-yl)-7-((5-(4-methylpiperazin-1-yl)pyridin-2-yl)amino)isoindolin-1-one